FC1(CC(C1)COC1=C2C(=NC(=C1)C1=CNC3=CN=C(C=C31)NC(C)=O)C3(OCC2)COCC3)F N-(3-(4'-((3,3-difluorocyclobutyl)methoxy)-4,5,5',6'-tetrahydro-2H-spiro[furan-3,8'-pyrano[3,4-b]pyridin]-2'-yl)-1H-pyrrolo[2,3-c]pyridin-5-yl)acetamide